5-(3,4-dihydroquinolin-1(2H)-yl)-7-fluoro-[1,2,4]Triazolo[4,3-a]Quinazolin N1(CCCC2=CC=CC=C12)C1=NC=2N(C3=CC=C(C=C13)F)C=NN2